4-amino-2-fluorophenyl-sulfuryl fluoride NC1=CC(=C(C=C1)S(=O)(=O)F)F